O-benzotriazol-1-yl-N,N,N',N'-tetramethyl-uronium hexafluorophosphate F[P-](F)(F)(F)(F)F.N1(N=NC2=C1C=CC=C2)OC(=[N+](C)C)N(C)C